C1=CC2=C(C=C1N=C=S)C(=O)OC23C4=C(C=C(C=C4)O)OC5=C3C=CC(=C5)O The molecule is the 5-isomer of fluorescein isothiocyanate. Acts as a fluorescent probe capable of being conjugated to tissue and proteins; used as a label in fluorescent antibody staining procedures as well as protein- and amino acid-binding techniques.